FC=1C(=C(C=CC1F)[C@H]1[C@H](O[C@]([C@H]1C)(C(F)(F)F)C)C(=O)NC1=CC(=NC=C1F)C(=O)N)OC 4-[[(2S,3S,4S,5R)-3-(3,4-Difluoro-2-methoxy-phenyl)-4,5-dimethyl-5-(trifluoromethyl)tetrahydrofuran-2-carbonyl]amino]-5-fluoro-pyridin-2-carboxamid